3-[[2-[[2-(2,6-dioxo-3-piperidyl)-1-oxo-isoindolin-5-yl]amino]acetyl]amino]benzamide O=C1NC(CCC1N1C(C2=CC=C(C=C2C1)NCC(=O)NC=1C=C(C(=O)N)C=CC1)=O)=O